C1(=CC=CC2=CC=CC=C12)C(C(=O)O)=O 2-(naphthalene-1-yl)-2-oxoacetic acid